tert-Butyl 4-(6-(2-aminopyrimidin-5-yl)-8-morpholinoimidazo[1,2-a]pyrazine-2-carbonyl)piperazine-1-carboxylate NC1=NC=C(C=N1)C=1N=C(C=2N(C1)C=C(N2)C(=O)N2CCN(CC2)C(=O)OC(C)(C)C)N2CCOCC2